C1(CCCCC1)NC1=NC(=NC=C1C=O)SC 4-(cyclohexylamino)-2-(methylthio)pyrimidine-5-carbaldehyde